COC1=CC(=C(C(=C1)C)CO)C (4-methoxy-2,6-dimethylphenyl)methanol